(3S)-5-chloro-7-({2-fluoro-3-[5-fluoro-2-(piperidin-4-ylamino)quinazolin-6-yl]phenyl}sulfamoyl)-2,3-dihydro-1-benzofuran-3-yl acetate C(C)(=O)O[C@@H]1COC2=C1C=C(C=C2S(NC2=C(C(=CC=C2)C=2C(=C1C=NC(=NC1=CC2)NC2CCNCC2)F)F)(=O)=O)Cl